FC=1C=C(C=C(C1)C=1C=NN(C1)CC(F)(F)F)CN (3-fluoro-5-(1-(2,2,2-trifluoroethyl)-1H-pyrazol-4-yl)phenyl)methanamine